3-[6-chloro-3-[[(1R)-1-[2-(4,4-dimethyl-1-piperidyl)-3,6-dimethyl-4-oxo-chromen-8-yl]ethyl]amino]-2-pyridyl]-2-fluoro-6-(4,4,5,5-tetramethyl-1,3,2-dioxaborolan-2-yl)benzaldehyde ClC1=CC=C(C(=N1)C=1C(=C(C=O)C(=CC1)B1OC(C(O1)(C)C)(C)C)F)N[C@H](C)C=1C=C(C=C2C(C(=C(OC12)N1CCC(CC1)(C)C)C)=O)C